C(C=C)NC(CNC([C@@H](N)CC(C)C)=O)=O leucyl-glycine allylamide